ClC=1C=C(C=NC1)CNCCC(=O)NCCCNC1=NC2=C(C3=CN=CC=C13)C=CC(=C2)C(=O)N 5-((3-(3-(((5-Chloropyridin-3-yl)methyl)amino)propanamido)propyl)amino)benzo[c][2,6]naphthyridine-8-carboxamide